3-phenoxy-6,12-dihydrobenzo[c]acridin-7(5H)-one O(C1=CC=CC=C1)C=1C=CC2=C(CCC=3C(C=4C=CC=CC4NC23)=O)C1